2-{4-amino-7-bromopyrrolo[2,1-f][1,2,4]triazine-5-yl}-N,N-diisopropylbenzamide NC1=NC=NN2C1=C(C=C2Br)C2=C(C(=O)N(C(C)C)C(C)C)C=CC=C2